F[C@H]1[C@H](C1)C(=O)NC=1N=CC2=CC(=NC=C2C1)C=1C=NC(=CC1C)[C@@H](CCC)O (1R,2R)-2-fluoro-N-(7-(6-((R)-1-hydroxybutyl)-4-methylpyridin-3-yl)-2,6-naphthyridin-3-yl)cyclopropane-1-carboxamide